N-Cyclopropyl-3-(difluoromethyl)-N-(2-ethyl-4,5-dimethylbenzyl)-5-fluoro-1-methyl-1H-pyrazol-4-carboxamid C1(CC1)N(C(=O)C=1C(=NN(C1F)C)C(F)F)CC1=C(C=C(C(=C1)C)C)CC